4-(2-methylsulfanyl-5,7-dioxo-8H-pyrimido[4,5-d]pyrimidin-6-yl)-3,4-dihydro-2H-quinoline-1-carboxylic acid tert-butyl ester C(C)(C)(C)OC(=O)N1CCC(C2=CC=CC=C12)N1C(NC2=C(C1=O)C=NC(=N2)SC)=O